BrC1=CC(=C(C=C1\N=C/1\C(=NSS1)Cl)O)F 4-bromo-5-[(Z)-(4-chlorodithiazol-5-ylidene)amino]-2-fluoro-phenol